4-(4-(6-(4-(4-isopropylpiperazin-1-yl)phenyl)-1-methyl-1H-benzo[d]imidazol-4-yl)benzyl)morpholine C(C)(C)N1CCN(CC1)C1=CC=C(C=C1)C=1C=C(C2=C(N(C=N2)C)C1)C1=CC=C(CN2CCOCC2)C=C1